NC=1N=C(SC1C(C1=CC=C(C=C1)F)=O)N(C1=CC=C(C=C1)OC(F)(F)F)[C@@H](C(=O)N)C (R)-2-[N-[4-amino-5-(4-fluorobenzoyl)thiazol-2-yl]-4-(trifluoromethoxy)anilino]propanamide